3-(5-(difluoromethyl)-1,3,4-thiadiazol-2-yl)-N-(1-methylcyclopropyl)-8-(piperazin-1-yl)imidazo[1,2-a]pyridine-6-sulfonamide hydrochloride Cl.FC(C1=NN=C(S1)C1=CN=C2N1C=C(C=C2N2CCNCC2)S(=O)(=O)NC2(CC2)C)F